β-hydroxyethyl vinyl ether C(=C)OCCO